N1(CCCC1)/C=C/C(=O)OCC (E)-Ethyl 3-(pyrrolidin-1-yl)acrylate